(R)-N-(6-(trifluoromethoxy)benzo[d]thiazol-2-yl)cyclohexane-2-carboxamide hydrochloride Cl.FC(OC1=CC2=C(N=C(S2)NC(=O)C2CCCCC2)C=C1)(F)F